N-benzyl-4-(5-(trifluoromethyl)-1,2,4-oxadiazol-3-yl)benzamide C(C1=CC=CC=C1)NC(C1=CC=C(C=C1)C1=NOC(=N1)C(F)(F)F)=O